C(C)C1=NC=2C(=NC(=CC2C)C)N1CC1=CC=C(C=C1)C=1C(=CC=C(C1)OC1=C(C=CC=C1)F)C#N 4'-((2-Ethyl-5,7-dimethyl-3H-imidazo[4,5-b]pyridin-3-yl)methyl)-5-(2-fluorophenoxy)-[1,1'-biphenyl]-2-carbonitrile